6-methoxy-α-methyl-2-naphthaleneacetic acid COC=1C=C2C=CC(=CC2=CC1)C(C(=O)O)C